N-(4-methylcyclohexyl)piperidine-4-carboxamide CC1CCC(CC1)NC(=O)C1CCNCC1